3-(4-(2-((2S,4S)-2,4-dimethylazetidin-1-yl)-7,7-difluoro-6,7-dihydro-5H-cyclopenta[d]pyrimidin-4-yl)phenyl)oxetan-3-amine C[C@@H]1N([C@H](C1)C)C=1N=C(C2=C(N1)C(CC2)(F)F)C2=CC=C(C=C2)C2(COC2)N